3-(1,3-dimethylbutylidene)aminobutyltrimethoxysilane CC(CC(C)C)=NC(CC[Si](OC)(OC)OC)C